FC(C=1SC(=CN1)\C=C/C1CN(C1)C(C=C)=O)(F)F 1-{3-[(Z)-2-[2-(trifluoromethyl)-1,3-thiazol-5-yl]ethenyl]azetidin-1-yl}prop-2-en-1-one